8-methylamino-8-phenyl-1,3-diazaspiro[4.5]Decan-2-one CNC1(CCC2(CNC(N2)=O)CC1)C1=CC=CC=C1